(3R,4R)-4-((5-fluoro-7-(5-methylpyridin-2-yl)pyrrolo[2,1-f][1,2,4]triazin-2-yl)amino)-1-(methylsulfonyl)piperidin-3-ol FC=1C=C(N2N=C(N=CC21)N[C@H]2[C@@H](CN(CC2)S(=O)(=O)C)O)C2=NC=C(C=C2)C